C1(CCCCC1)CCN1CC(CC(C1)(F)F)C=1NC(N(N1)C1=C2C=CN=CC2=CC=C1)=O 5-(1-(2-cyclohexylethyl)-5,5-difluoropiperidin-3-yl)-2-(isoquinolin-5-yl)-2,4-dihydro-3H-1,2,4-triazol-3-one